(2S,4R)-N-((R)-1-(4-carbamimidoylthiophen-2-yl)-2-hydroxyethyl)-1-((9,9-dimethyl-9H-fluorene-3-carbonyl)glycyl)-4-methoxypyrrolidine-2-carboxamide C(N)(=N)C=1C=C(SC1)[C@@H](CO)NC(=O)[C@H]1N(C[C@@H](C1)OC)C(CNC(=O)C=1C=CC=2C(C3=CC=CC=C3C2C1)(C)C)=O